D-lactoamide C([C@H](O)C)(=O)N